5-hexoxypentylamine C(CCCCC)OCCCCCN